6-cyclopropyl-2-(methylsulfonyl)thiazolo[4,5-d]pyrimidin-7(6H)-one C1(CC1)N1C=NC2=C(C1=O)SC(=N2)S(=O)(=O)C